N-(3-fluorophenyl)benzenesulfonamide FC=1C=C(C=CC1)NS(=O)(=O)C1=CC=CC=C1